C1(=CC=CC=C1)C1=NC(=NC=C1)C([2H])([2H])[2H].C1(=CC=CC=C1)C1=NC(=NC=C1)C([2H])([2H])[2H].[Ir+3] iridium(III) bis(phenyl(methyl-d3)pyrimidine)